ClC=1C=CC(=C(OCC(=O)NC2=NC=CC(=C2)NCC=2N=C3N(C=C(C=C3)C3CC3)C2)C1)N1N=NN=C1 2-(5-chloro-2-(1H-tetrazol-1-yl)phenoxy)-N-(4-(((6-cyclopropylimidazo[1,2-a]pyridin-2-yl)methyl)amino)pyridin-2-yl)acetamide